ClC1=CC=C(C(=N1)C1=NOC(N1)=O)N[C@H](C)C=1C=C(C=C2C(C(=C(OC12)C=1C=NN(C1)CC1OC(OC1)(C)C)C)=O)C 3-[6-Chloro-3-[[(1R)-1-[2-[1-[(2,2-dimethyl-1,3-dioxolan-4-yl)methyl]pyrazol-4-yl]-3,6-dimethyl-4-oxo-chromen-8-yl]ethyl]amino]-2-pyridyl]-4H-1,2,4-oxadiazol-5-one